(1R,5R)-3-(4-chloro-2-fluorophenyl)-3,6-diazabicyclo[3.2.0]heptane ClC1=CC(=C(C=C1)N1C[C@H]2CN[C@H]2C1)F